1,4-dicarboxybenzoic acid C(=O)(O)C1(C(=O)O)CC=C(C=C1)C(=O)O